7-chloro-8-methoxy-1-methyl-1,4-dihydro-chromeno[4,3-c]Pyrazole ClC=1C(=CC2=C(C1)OCC1=C2N(N=C1)C)OC